4,4'-cyclohexylidenebis[N,N-bis(4-methylphenyl)benzylamine] C1(CCCCC1)(C1=CC=C(CN(C2=CC=C(C=C2)C)C2=CC=C(C=C2)C)C=C1)C1=CC=C(CN(C2=CC=C(C=C2)C)C2=CC=C(C=C2)C)C=C1